4-(1-(tert-butoxycarbonyl)-4,4-difluoropiperidin-3-yl)-2-(hydroxymethyl)pyridine 1-oxide C(C)(C)(C)OC(=O)N1CC(C(CC1)(F)F)C1=CC(=[N+](C=C1)[O-])CO